FC1=C(C=C(C(=C1)F)F)C1=C(C=CC=C1)NC(=O)C=1C(=NN(C1)C)C(F)F N-(2',4',5'-trifluorobiphenyl-2-yl)-3-difluoromethyl-1-methylpyrazol-4-ylcarboxamide